N-ethyl-4-[(2-isopropyl-5-oxo-6H-1,6-naphthyridin-4-yl)amino]benzamide C(C)NC(C1=CC=C(C=C1)NC1=CC(=NC=2C=CNC(C12)=O)C(C)C)=O